ClC=1C=C(C=CC1F)[C@@H]1N([C@H](CC1)C)C(CN1C(O[C@]2(C1=O)CCC1=CC(=CC=C12)NC(=O)NC)=O)=O 1-((R)-3'-(2-((2R,5S)-2-(3-chloro-4-fluorophenyl)-5-methylpyrrolidin-1-yl)-2-oxoethyl)-2',4'-dioxo-2,3-dihydrospiro[indene-1,5'-oxazolidine]-5-yl)-3-methylurea